3-[5-(6-fluoroquinazolin-2-yl)-1-oxo-2,3-dihydro-1H-isoindol-2-yl]piperidine-2,6-dione FC=1C=C2C=NC(=NC2=CC1)C=1C=C2CN(C(C2=CC1)=O)C1C(NC(CC1)=O)=O